ClC=1C=C(C=O)C=C(C1)OC1=CC=C(C=C1)Cl 3-chloro-5-(4-chlorophenoxy)benzaldehyde